1-O-octadecanoyl-N-(32-(9Z,12Z-octadecadienoyloxy)-dotriacontanoyl)-4-hydroxysphinganine C(CCCCCCCCCCCCCCCCC)(=O)OC[C@H](NC(CCCCCCCCCCCCCCCCCCCCCCCCCCCCCCCOC(C=CC=CCCCCCCCCCCCCC)=O)=O)[C@H](O)C(CCCCCCCCCCCCCC)O